1-docosanoyl-2-(11Z-eicosenoyl)-glycero-3-phospho-(1'-sn-glycerol) CCCCCCCCCCCCCCCCCCCCCC(=O)OC[C@H](COP(=O)(O)OC[C@H](CO)O)OC(=O)CCCCCCCCC/C=C\CCCCCCCC